NC=1C=C(C=CC1)P(C1=CC=C(C=C1)C(F)(F)F)(C1=CC(=CC=C1)N)=O bis(3-aminophenyl)-4-(trifluoromethyl)phenylphosphine oxide